C(C)(C)(C)OC(NC1C=C(CCC1)C1=C2C(=C(NC2=C(C(=C1F)F)C(N)=O)C)C)=O (3-(7-carbamoyl-5,6-difluoro-2,3-dimethyl-1H-indol-4-yl)cyclohex-2-en-1-yl)carbamic acid tert-butyl ester